C(C)(C)(C)OC(=O)N1CC2(C1)CC(C2)O.BrC=2SC(=CC2)C#C 2-bromo-5-ethynyl-thiophene tert-butyl-6-hydroxy-2-azaspiro[3.3]heptane-2-carboxylate